CC(CO)CCCCCCCCCC 2-methyl-1-dodecanol